1-{4-[2-sec-Butyl-7-((R)-1-quinolin-3-yl-ethylamino)-2H-pyrazolo[4,3-d]pyrimidin-5-yl]-piperazin-1-yl}-ethanon C(C)(CC)N1N=C2C(N=C(N=C2N[C@H](C)C=2C=NC3=CC=CC=C3C2)N2CCN(CC2)C(C)=O)=C1